3-(((1S)-1-(2-(3-azabicyclo[3.1.0]hexan-3-yl)-6-chloro-3-methyl-4-oxo-3,4-dihydroquinazolin-8-yl)ethyl)amino)-6-chloropicolinic acid C12CN(CC2C1)C1=NC2=C(C=C(C=C2C(N1C)=O)Cl)[C@H](C)NC=1C(=NC(=CC1)Cl)C(=O)O